di-isobutyl 2,3-dichloromaleate Cl/C(/C(=O)OCC(C)C)=C(/C(=O)OCC(C)C)\Cl